2-((2-((1r,4r)-4-(cyanomethyl)-4-hydroxycyclohexyl)-6-methoxy-2H-indazol-5-yl)carbamoyl)-6-cyclopropylpyridine 1-oxide C(#N)CC1(CCC(CC1)N1N=C2C=C(C(=CC2=C1)NC(=O)C1=[N+](C(=CC=C1)C1CC1)[O-])OC)O